BrC1=C(C(=C(C=C1)N1CCNCC1)F)Cl 1-(4-Bromo-3-chloro-2-fluorophenyl)piperazine